NC1=C2N=C(N(C2=NC(=N1)OCC)CC1=C(C=C(C=C1)CNC\C=C\CN)OC)O (E)-6-amino-9-(4-(((4-aminobut-2-en-1-yl)amino)methyl)-2-methoxybenzyl)-2-ethoxy-9H-purin-8-ol